CC1=CC=CC(=C1C(=O)O)CCC(CC)=O 6-methyl-2-(3-oxopentyl)benzoic acid